NC(CO)C(C=CCCCCCCCCCCCCC)O 2-amino-4-octadecene-1,3-diol